OC1=C(COC(CC)=O)C=CC=C1C1=CC=C(C2=CC=CC=C12)N1CCOCC1.C1(=CC=CC=C1)C1=C(C(=NN=N1)C1=C2C(=CC=C1C1=CC=CC=C1)N=C1C=CC3=C4C=CC=CC4=NC3=C12)C1=C(C=CC=C1)C1=CC=CC=C1 (phenyl)(biphenylyl)[(phenyl)indolocarbazolyl]triazine (2R)-2-hydroxy-3-[4-(morpholin-4-yl)naphthalen-1-yl]Benzyl-propionate